NC1=CC=C(C(=N1)CC)C=1C=CC=C2C=CC(=NC12)N 8-(6-amino-2-ethylpyridin-3-yl)quinolin-2-amine